4,6-dichloroindolecarboxylic acid ClC1=C2C=C(NC2=CC(=C1)Cl)C(=O)O